N[C@@H]1C(NOC1)=O (S)-4-aminoisoxazolidin-3-one